C(C)(C)N(NC1=NC=CC=N1)C(C1=C(C=C(C=C1)/C(=C/C(C(F)(F)F)C1=CC(=C(C(=C1)Cl)Cl)Cl)/F)C(F)(F)F)=O (Z)-N-isopropyl-N'-(pyrimidin-2-yl)-4-(1,4,4,4-tetrafluoro-3-(3,4,5-trichlorophenyl)but-1-en-1-yl)-2-(trifluoromethyl)benzoyl-hydrazine